5-amino-1-cyclopropyl-3-(6-fluoro-7-((5-fluoro-2-methoxybenzamido)methyl)-1H-indol-4-yl)-1H-pyrazole-4-carboxamide NC1=C(C(=NN1C1CC1)C1=C2C=CNC2=C(C(=C1)F)CNC(C1=C(C=CC(=C1)F)OC)=O)C(=O)N